CC(C(O)(O)C)CCCCCCC dimethyl-nonanediol